5-(3-[[(1R,2S)-2-(4-Fluorophenyl)cyclopropyl](2-propen-1-yl)amino]propyl)-3-(1,1-dioxothiomorpholin-4-yl)-pyrazin-2(1H)-one FC1=CC=C(C=C1)[C@H]1[C@@H](C1)N(CCCC=1N=C(C(NC1)=O)N1CCS(CC1)(=O)=O)CC=C